NC1=NC=NN2C1=C(C=C2[C@@H]2CC[C@H](CC2)O)C2=CC=C(C=C2)C2=C(C(N(C=C2)C2=CC=C(C=C2)F)=O)C(=O)N {4-[4-amino-7-(trans-4-hydroxycyclohexyl)pyrrolo[2,1-f][1,2,4]triazin-5-yl]phenyl}-1-(4-fluorophenyl)-2-oxo-1,2-dihydropyridine-3-carboxamide